(±)-N-tert-butyl-3-methylene-1-(5-methyl-picolinyl)-2-(pyridin-2-yl)indoline-2-carboxamide C(C)(C)(C)NC(=O)[C@]1(N(C2=CC=CC=C2C1=C)CC1=NC=C(C=C1)C)C1=NC=CC=C1 |r|